2-(2,6-difluorophenyl)-3-oxo-2,3-dihydropyridazine-4-carboxylate FC1=C(C(=CC=C1)F)N1N=CC=C(C1=O)C(=O)[O-]